O1C=NC2=C1C=C(C=C2)C(CC2=NC(=NC(=N2)Cl)N[C@@H](CO)CC(C)C)C (2R)-2-((4-(2-(Benzo[d]oxazol-6-yl)propyl)-6-chloro-1,3,5-triazin-2-yl)amino)-4-methylpentan-1-ol